(2R)-amino-5-phosphonopentanoic acid (phosphonatopentanoate) P(=O)([O-])([O-])C(C(=O)[O-])CCC.N[C@@H](C(=O)O)CCCP(=O)(O)O